NC(C[C@@H](C(=O)NCCCN(C(CO)=O)[C@H](C(C)(C)C)C=1N(C=C(C1)C1=C(C=CC(=C1)F)F)CC1=CC=CC=C1)NC(OCC1=CC=CC=C1)=O)=O benzyl [(2S)-4-amino-1-({3-[{(1R)-1-[1-benzyl-4-(2,5-difluorophenyl)-1H-pyrrol-2-yl]-2,2-dimethylpropyl}(hydroxyacetyl)amino]propyl}amino)-1,4-dioxobutan-2-yl]carbamate